CC=1C=C(CCS(=O)(=O)N)C=C(C1)B1OC(C(O1)(C)C)(C)C (3-methyl-5-(4,4,5,5-tetramethyl-1,3,2-dioxaborolan-2-yl)benzyl)methanesulfonamide